CC1=C(C=CC=C1C)N1CCN(CC1)C(CN1N=C(C2=C1C[C@@H]1[C@H]2C1)C(=O)N1CCC(CC1)N(C(C)=O)C)=O N-{1-[(3bR,4aR)-1-{2-[4-(2,3-dimethylphenyl)piperazin-1-yl]-2-oxoethyl}-3b,4,4a,5-tetrahydro-1H-cyclopropa[3,4]cyclopenta[1,2-c]pyrazole-3-carbonyl]piperidin-4-yl}-N-methylacetamide